C(#N)C1=CC(=C(C=C1F)NS(=O)(=O)C1=CNC(=C1)C1=CC=CC=C1)F N-(4-cyano-2,5-difluoro-phenyl)-5-phenyl-1H-pyrrole-3-sulfonamide